ClC=1C=CC(=C(C1)NC1=NC(=NC=C1C(F)(F)F)N[C@@H]1CNCCC1)P(=O)(C)C N4-[5-chloro-2-(dimethylphosphoryl)phenyl]-N2-[(3S)-piperidin-3-yl]-5-(trifluoromethyl)pyrimidin-2,4-diamine